BrC1=CC(=NC=C1)C(=C)O[Si](C)(C)C(C)(C)C 4-bromo-2-(1-((tert-butyldimethylsilyl)oxy)vinyl)pyridine